C(#N)C(C(=O)NC=1C=C2C(=CC(=NC2=CC1)C1=CN=CS1)OCCOC)C 2-cyano-N-(4-(2-methoxyethoxy)-2-(thiazol-5-yl)quinolin-6-yl)propanamide